C1(CC1)N1C=C(C(C(=C1)C1=CC=C(C=C1)F)=O)C(=O)OCC Ethyl 1-cyclopropyl-4-oxo-5-p-fluorophenyl-1,4-dihydropyridine-3-carboxylate